BrC=1C=NC(=NC1)C1(CC(C1)(C)CO[Si](C)(C)C(C)(C)C)N[S@@](=O)C(C)(C)C (S)-N-[cis-1-(5-Bromopyrimidin-2-yl)-3-({[tert-butyl(dimethyl)silyl]oxy}methyl)-3-methylcyclobutyl]-2-methylpropane-2-sulfinamide